CC(C)CCCC(CCCC(CCCCC(CCCC(CCCC(C)C)C)C)C)C 2,6,10,15,19,23-hexamethyl-tetracosane